4,5-diphenyl-1,2,4-triazol C1(=CC=CC=C1)N1C=NN=C1C1=CC=CC=C1